Pyridinoindol N1C=CC2=CC=C3C(=C12)C=CC=N3